COC(CCC(=O)O)=O.O1CCN(CC1)C1=NC(=NC(=C1)N1CCOCC1)C1(NC=NC2=CC(=C(C=C12)N)OC)N 4-(4,6-dimorpholinopyrimidin-2-yl)-7-methoxyquinazoline-4,6-diamine (1e)-monomethyl-succinate